CC=1SC2=C(N1)C=CC(=C2)O 2-Methyl-6-hydroxybenzothiazole